C(C)(C)(C)OC(=O)N1C(CNCC1)C1=NC=C(C=C1)I (5-iodo-2-pyridinyl)piperazine-1-carboxylic acid tert-butyl ester